ClCC1=CC(=CC=C1)S(=O)(=O)C 1-(chloromethyl)-3-(methylsulfonyl)benzene